(±)-Rel-4-((1r,3s,5s)-3-ethoxy-8-((5-methoxy-7-methyl-1H-indol-4-yl)methyl)-8-azabicyclo[3.2.1]oct-1-yl)benzoic acid C(C)O[C@@H]1C[C@]2(CC[C@@H](C1)N2CC2=C1C=CNC1=C(C=C2OC)C)C2=CC=C(C(=O)O)C=C2 |o1:3,5,8|